INDOLINE-1-FORMAMIDE N1(CCC2=CC=CC=C12)C(=O)N